2-amino-3-bromo-N-((2R,3R)-2-cyclopropyltetrahydro-3-furanyl)-N-((5-(trifluoromethyl)-2-pyridinyl)methyl)-6-quinolinecarboxamide NC1=NC2=CC=C(C=C2C=C1Br)C(=O)N(CC1=NC=C(C=C1)C(F)(F)F)[C@H]1[C@H](OCC1)C1CC1